BrC1=C(C(=CC(=C1)[N+](=O)[O-])OCOC)C#CC1CCOCC1 4-[2-[2-bromo-6-(methoxymethoxy)-4-nitro-phenyl]ethynyl]tetrahydropyran